2-methyl-3-(methylamino)pyrrolidine-1-carboxylic acid tert-butyl ester C(C)(C)(C)OC(=O)N1C(C(CC1)NC)C